FC1=CC=C(C[C@H]2N(CCC[C@H](C2)C)C2=NC(=CC(N2)=O)N2CCOCC2)C=C1 2-((2S,4R)-2-(4-fluorobenzyl)-4-methylazepan-1-yl)-6-morpholinopyrimidin-4(3H)-one